1,2,3-benzenetrithiol C1(=C(C(=CC=C1)S)S)S